Rel-N-(6-amino-5-methyl-3-pyridyl)-2-[(2R,5S)-2-[6-(methanesulfonamido)-3-pyridyl]-5-methyl-1-piperidyl]-2-oxo-acetamide NC1=C(C=C(C=N1)NC(C(=O)N1[C@H](CC[C@@H](C1)C)C=1C=NC(=CC1)NS(=O)(=O)C)=O)C |o1:12,15|